(E)-3-(5-Pyridin-3-yl-thiazol-2-ylcarbamoyl)-acrylic acid ethyl ester C(C)OC(\C=C\C(NC=1SC(=CN1)C=1C=NC=CC1)=O)=O